methyl (R)-2-((2E,5S,6R,7E)-5-((tert-butyldimethylsilyl)oxy)-6-methyl-8-(pyridin-3-yl)octa-2,7-dienamido)-3-(3-chloro-4-methoxyphenyl)propanoate [Si](C)(C)(C(C)(C)C)O[C@@H](C/C=C/C(=O)N[C@@H](C(=O)OC)CC1=CC(=C(C=C1)OC)Cl)[C@@H](\C=C\C=1C=NC=CC1)C